ClC=1C=NN(C(C1)=O)CC(=O)N(C1=CC(=C(C=C1)C)S(NCCC1=NC=CC=C1)(=O)=O)C 2-(4-chloro-6-oxo-pyridazin-1-yl)-N-methyl-N-[4-methyl-3-[2-(2-pyridyl)ethylsulfamoyl]phenyl]acetamide